ClC=1C=C(C=2N(N1)C=CN2)[C@@H]2[C@H](C2)C=2C=CC=1N(C2)C(=C(N1)C(F)(F)F)CC(F)(F)F 6-chloro-8-((1S,2S)-2-(3-(2,2,2-trifluoroethyl)-2-(trifluoromethyl)imidazo[1,2-a]pyridin-6-yl)cyclopropyl)imidazo[1,2-b]pyridazine